COC1=C(C=C(C=C1)C(=C)C1=NC(=NC2=CC=CC=C12)C)C#CCO 3-(2-Methoxy-5-(1-(2-methylquinazolin-4-yl)vinyl)phenyl)prop-2-yn-1-ol